CC1=C(OC2CC3(C2)CCN(CC3)C(=O)OC(C)(C)C)C=CC(=C1)C(F)(F)F tert-butyl 2-(2-methyl-4-(trifluoromethyl)phenoxy)-7-azaspiro[3.5]nonane-7-carboxylate